(S)-N-(7-(3,3-Dimethylbut-1-yn-1-yl)-5-methyl-4-oxo-2,3,4,5-tetrahydrobenzo[b][1,4]oxazepin-3-yl)-4-(2-fluorophenoxy)picolinamid CC(C#CC1=CC2=C(OC[C@@H](C(N2C)=O)NC(C2=NC=CC(=C2)OC2=C(C=CC=C2)F)=O)C=C1)(C)C